Ethyl 2-((2S,3R)-3-((tert-butyldimethylsilyl)oxy)-2-(cyclopentyloxy)-3-(3,5-dimethoxy-4-methylphenyl)propyl)-6-formylbenzo[d]thiazole-4-carboxylate [Si](C)(C)(C(C)(C)C)O[C@@H]([C@H](CC=1SC=2C(N1)=C(C=C(C2)C=O)C(=O)OCC)OC2CCCC2)C2=CC(=C(C(=C2)OC)C)OC